(trans-3-methoxy-6-azabicyclo[3.1.1]heptan-6-yl)(pyridin-2-yl)methanone COC1CC2N(C(C1)C2)C(=O)C2=NC=CC=C2